ClC(C)NC([O-])=O 1-chloro-ethylcarbamate